F/C(=C/C(=O)NC1=CC=CC=C1)/C1=CC=C(C=C1)F (E)-3-fluoro-3-(4-fluorophenyl)-N-phenylacrylamide